F[C@H]1CNCC[C@@H]1N1CC(C1)C1=CC=CC=2N(C(N(C21)C)=O)N2C(CCCC2=O)=O [4-[1-[(3S,4S)-3-fluoro-4-piperidinyl]azetidin-3-yl]-3-methyl-2-oxo-benzimidazol-1-yl]piperidine-2,6-dione